NC=1C(=C(C=C2C=C(N=CC12)NC(OC1CN(C1)C(=O)[C@@H]1[C@H](C1)F)=O)C=1C=NC=2CCCNC2C1C)F 1-((1R,2S)-2-Fluorocyclopropane-1-carbonyl)azetidin-3-yl (8-amino-7-fluoro-6-(4-methyl-5,6,7,8-tetrahydro-1,5-naphthyridin-3-yl)isoquinolin-3-yl)carbamate